C1=C(C=CC=2OC3=C(C21)C=CC=C3)C3=CC=C(C=C3)NC3=CC=C(C=C3)C3=CC=CC=C3 N-(4-(dibenzo[b,d]furan-2-yl)phenyl)-[1,1'-biphenyl]-4-amine